FC=1C=CN2C1C(NC1=CC(=CC=C21)CN2CC(C(=CC2)C=2C=NC(=CC2)C(=O)NC)CO)=O 1'-((3-fluoro-4-oxo-4,5-dihydropyrrolo[1,2-a]quinoxalin-7-yl)methyl)-3'-(hydroxymethyl)-N-methyl-1',2',3',6'-tetrahydro-[3,4'-bipyridine]-6-carboxamide